1'-((3,8-dimethyl-4-oxo-4,5-dihydropyrazolo[1,5-a]quinoxalin-7-yl)methyl)-N-methyl-1',2',3',6'-tetrahydro-[3,4'-bipyridine]-6-carboxamide CC=1C=NN2C1C(NC1=CC(=C(C=C21)C)CN2CCC(=CC2)C=2C=NC(=CC2)C(=O)NC)=O